2-[4-[[(3R)-3-amino-7-(5-tert-butyl-1,3,4-oxadiazol-2-yl)-8-fluoro-1,1,4-trioxo-2,3-dihydro-1λ6,5-benzothiazepin-5-yl]methyl]phenoxy]acetamide N[C@H]1CS(C2=C(N(C1=O)CC1=CC=C(OCC(=O)N)C=C1)C=C(C(=C2)F)C=2OC(=NN2)C(C)(C)C)(=O)=O